NC1=NC=C(C2=C1C(=C(N2C)C2=C(C=C(C=C2)NC(C(=C)C)=O)F)C2=CC(=C(C=C2)OC2=NC=CC(=N2)C)C)C#N N-(4-(4-amino-7-cyano-1-methyl-3-(3-methyl-4-((4-methylpyrimidin-2-yl)oxy)phenyl)-1H-pyrrolo[3,2-c]pyridin-2-yl)-3-fluorophenyl)methacrylamide